Methyl (1R,2S,5S)-3-(4,7-difluoro-1H-indole-2-carbonyl)-6,6-dimethyl-3-azabicyclo[3.1.0]hexane-2-carboxylate FC1=C2C=C(NC2=C(C=C1)F)C(=O)N1[C@@H]([C@H]2C([C@H]2C1)(C)C)C(=O)OC